FC1=C(C(=O)NC2=NC=CC(=C2)C(F)(F)F)C=C(C=C1)C1=CC2=C(N=C(N=C2)NC)N2C1=NCC2 2-fluoro-5-(2-(methylamino)-8,9-dihydroimidazo[1',2':1,6]pyrido[2,3-d]pyrimidin-6-yl)-N-(4-(trifluoromethyl)pyridin-2-yl)benzamide